C(C)(C)(C)SC=1C(=C(C=CC1)C=1OC=CN1)Cl 2-(3-(tert-Butylthio)-2-chlorophenyl)oxazole